C(C1=CC=CC=C1)OC(=O)NCCCOCCCN(C(OC(C)(C)C)=O)C tert-butyl N-[3-[3-(benzyloxycarbonylamino)propoxy]propyl]-N-methyl-carbamate